CC1=C(C=C(C=C1)[N+](=O)[O-])S(=O)(=O)NCCC1=CC=C(C=C1)S(=O)(=O)C 2-methyl-N-[2-(4-methylsulfonylphenyl)ethyl]-5-nitro-benzenesulfonamide